C(C)(C)(C)OC1=C(C=CC=C1)N1C(N(C2(C1=O)CCN(CC2)CC2CCOCC2)CC)=O 3-(t-Butoxyphenyl)-1-ethyl-8-((tetrahydro-2H-pyran-4-yl)methyl)-1,3,8-triazaspiro[4.5]decane-2,4-dione